C(C1=CC=CC=C1)N1CCC(=C(C1)O)C(=O)OCC ethyl 1-benzyl-5-hydroxy-1,2,3,6-tetrahydropyridine-4-carboxylate